4-Bromo-2-(trifluoromethoxy)benzaldehyde BrC1=CC(=C(C=O)C=C1)OC(F)(F)F